C1(=CC=CC=C1)C1=CNC=2N=CC=C(C21)B(O)O 3-PHENYL-1H-PYRROLO[2,3-B]PYRIDINE-4-BORONIC ACID